4-(4-((2-chloropyrimidin-4-yl)amino)phenyl)-5-methylpyrimidin-2-amine ClC1=NC=CC(=N1)NC1=CC=C(C=C1)C1=NC(=NC=C1C)N